C(C)(=O)C1=NN2C(NC3=C(C2=O)CN(C3=O)C(C)C)=C1 2-acetyl-6-(propan-2-yl)-6,7-dihydro-4H-pyrazolo[1,5-a]pyrrolo[3,4-d]pyrimidine-5,8-dione